N-[4-[(dimethylamino)methyl]phenyl]sulfonyl-2-[4-[3-(hydroxymethyl)phenyl]-2,6-di(propan-2-yl)phenyl]acetamide CN(C)CC1=CC=C(C=C1)S(=O)(=O)NC(CC1=C(C=C(C=C1C(C)C)C1=CC(=CC=C1)CO)C(C)C)=O